5-((4-(3-chloro-5-fluoropyridin-4-yl)piperazin-1-yl)methyl)-2-(2,4-dioxotetrahydropyrimidine-1(2H)-yl)isoindoline-1,3-dione ClC=1C=NC=C(C1N1CCN(CC1)CC=1C=C2C(N(C(C2=CC1)=O)N1C(NC(CC1)=O)=O)=O)F